1,1-dioxido-2,3-dihydrothiophen-3-yl [1,1'-biphenyl]-4-ylcarbamate C1(=CC=C(C=C1)NC(OC1CS(C=C1)(=O)=O)=O)C1=CC=CC=C1